COC1=C(C(=CC=C1)C)C1=CC=C(N=N1)N(C1CN(CCC1)C)C 6-(2-methoxy-6-methylphenyl)-N-methyl-N-(1-methylpiperidin-3-yl)pyridazin-3-amine